(3R,8S*)-tert-butyl 11,11-difluoro-8-(2-hydroxypropan-2-yl)-3-methyl-3,4,8,9,10,11-hexahydro-1H-pyrido[4',3':3,4]pyrazolo[1,5-a]azepine-2(7H)-carboxylate FC1(C=2N(C[C@H](CC1)C(C)(C)O)N=C1C2CN([C@@H](C1)C)C(=O)OC(C)(C)C)F |o1:5|